NC1=NC=NC=2N(C3=CC=C(C=C3C21)Br)CC(=O)[O-] 2-(4-amino-6-bromo-9H-pyrimido[4,5-b]indol-9-yl)acetate